CC1(CCC=2C(=NNC2C1)C=1NC2=CC(=CC=C2C1)C(=O)N1CCC(CC1)CN1CCN(CC1)C1=NC=CC(=C1)C1C(NC(CC1)=O)=O)C 3-(2-[4-({1-[2-(6,6-dimethyl-1,4,5,7-tetrahydroindazol-3-yl)-1H-indole-6-carbonyl]piperidin-4-yl}methyl)piperazin-1-yl]pyridin-4-yl)piperidine-2,6-dione